CC1=CC=C(C=C1)S(=O)(=O)O.BrC1=CC=C(CC2CNC2)C=C1 3-(4-bromobenzyl)azetidine 4-methylbenzenesulfonate